(S)-1-(2-((tert-butoxycarbonyl)amino)propyl)-6-oxo-1,6-dihydropyridine-3-carboxylic acid C(C)(C)(C)OC(=O)N[C@H](CN1C=C(C=CC1=O)C(=O)O)C